Methyl 7-bromo-1-((1-((tert-butyldiphenylsilyl) oxy) cyclopropyl) methyl)-1H-benzo[d]imidazole-5-carboxylate BrC1=CC(=CC2=C1N(C=N2)CC2(CC2)O[Si](C2=CC=CC=C2)(C2=CC=CC=C2)C(C)(C)C)C(=O)OC